NCCSCCO 2-((2-aminoethyl)-thio)-ethanol